C=C\C=C\CCCCCC(CC)O E-10-dodecadienol